COC=1C(=C2C=CNC2=C(C1)C)CN1C(CN(C2(CC2)C1)C)C1=CC=C(C(=O)O)C=C1 4-(7-((5-Methoxy-7-methyl-1H-indol-4-yl)methyl)-4-methyl-4,7-diazaspiro[2.5]octan-6-yl)benzoic acid